C1(CCCCC1)C1C[C@H](N(C1)C(=O)[O-])C(=O)OC 2-methyl (2S)-4-cyclohexylpyrrolidine-1,2-dicarboxylate